FC1=NC(=CC=C1N1CCN(CC1)C1CCCC1)C(NC)=O 3-(4-(2-fluoro-6-(methylcarbamoyl)pyridin-3-yl)piperazin-1-yl)cyclopentane